1-butyl-5-methyl-1,2,3,4-tetrahydropyrimidine-2,4-dione C(CCC)N1C(NC(C(=C1)C)=O)=O